2-((4-chlorobenzyl)sulfinyl)-4-methylbenzo[d]oxazole ClC1=CC=C(CS(=O)C=2OC3=C(N2)C(=CC=C3)C)C=C1